C(C)(=O)C1=CC2=C(C(C(O2)(C)C)=O)C=C1 6-acetyl-2,2-dimethylbenzofuran-3(2H)-one